NCCNC(=O)NNC(=O)OCC1C2=CC=CC=C2C=2C=CC=CC12 (9H-fluoren-9-yl)methyl 2-((2-aminoethyl)carbamoyl)hydrazine-1-carboxylate